2-[(1-acetyl-3-fluoroazetidin-3-yl)methyl]-8-methyl-N-[(2S)-tetrahydrofurane-2-ylmethyl]-4,5-dihydro-2H-furo[2,3-g]indazole-7-carboxamide C(C)(=O)N1CC(C1)(F)CN1N=C2C3=C(CCC2=C1)OC(=C3C)C(=O)NC[C@H]3OCCC3